[Pb].[Mo] molybdenum-lead